Cl.C(C)NC(C1=CC=C(C=C1)F)=O N-ethyl-4-fluorobenzamide hydrochloride